1-(4-(3-((2-(trifluoromethyl)pyrimidin-5-yl)amino)pyrazin-2-yl)-3,6-dihydropyridin-1(2H)-yl)prop-2-en-1-one FC(C1=NC=C(C=N1)NC=1C(=NC=CN1)C=1CCN(CC1)C(C=C)=O)(F)F